ClC1=NC(=CC(=C1)C1=C(C=C(C=C1)F)N1N=CC=C1C(F)(F)F)C1CC1 2-chloro-6-cyclopropyl-4-[4-fluoro-2-[5-(trifluoromethyl)pyrazol-1-yl]phenyl]pyridine